C1(=CC=C(C=C1)N(CCO)CCO)C p-Tolyl-diethanolamine